4-amino-5-(benzyloxy)-5-oxopentanoic acid NC(CCC(=O)O)C(=O)OCC1=CC=CC=C1